C(=O)C=1C(=CC(=C2C(=CC(OC12)=O)C)OCCOC)O 8-formyl-7-hydroxy-5-(2-methoxyethoxy)-4-methyl-2-oxo-2H-chromene